N(=[N+]=[N-])[C@@](COC)(C)C1=CN=C(C2=CN=C(C=C12)Cl)O[C@H]1[C@@H](N(C1)C(=O)C1CC1)C ((2S,3R)-3-((4-((S)-2-Azido-1-methoxypropan-2-yl)-6-chloro-2,7-naphthyridin-1-yl)oxy)-2-methylazetidin-1-yl)(cyclopropyl)methanone